[Mn+2].[Co+2].S(=O)(=O)([O-])[O-].[Ni+2].S(=O)(=O)([O-])[O-].S(=O)(=O)([O-])[O-] nickel sulfate Cobalt-manganese